C(C1=CC=CC=C1)N(CC(O)C1=CC(=NC=C1)OC)CCO 2-(benzyl(2-hydroxyethyl)amino)-1-(2-methoxypyridin-4-yl)ethan-1-ol